N-(4-(3-(4-bromophenyl)pent-1-yn-3-yl)thiazol-2-yl)acetamide BrC1=CC=C(C=C1)C(C#C)(CC)C=1N=C(SC1)NC(C)=O